3-(4-amino-5-{3-fluoro-4-[(4-methylpyrimidin-2-yl)oxy]phenyl}-7-methyl-5H-pyrrolo[3,2-d]pyrimidin-6-yl)piperidine-1-carboxylic acid NC=1C2=C(N=CN1)C(=C(N2C2=CC(=C(C=C2)OC2=NC=CC(=N2)C)F)C2CN(CCC2)C(=O)O)C